P(OC1=CC=C(C=C1)N)([O-])=O.[Na+].[Na+].NC1=CC=C(C=C1)OP([O-])=O disodium (4-aminophenyl) phosphonate